ClC=1C=C(C=CC1F)C1=NC2=C(N1C=1C=CC=3N(N1)C(=CN3)C#N)CCC2 6-(2-(3-chloro-4-fluorophenyl)-5,6-dihydrocyclopenta[d]imidazol-1(4H)-yl)imidazo[1,2-b]pyridazine-3-carbonitrile